11-(4-(Dimethylamino)butyl)-2,2,3,3,19,19,20,20-octamethyl-4,18-dioxa-3,19-disilahenicosan-11-ol CN(CCCCC(CCCCCCO[Si](C(C)(C)C)(C)C)(CCCCCCO[Si](C(C)(C)C)(C)C)O)C